O=C1NC(CCC1N1C(C2=CC=CC(=C2C1)CN(C1CCN(CC1)C1=C(C=C(C=C1)NC(C1=CC(=C(C=C1)C)C#CC1=CN=C2N1N=CC=C2)=O)C(F)(F)F)C)=O)=O N-(4-(4-(((2-(2,6-dioxopiperidin-3-yl)-1-oxoisoindoline-4-yl)methyl)(methyl)amino)piperidin-1-yl)-3-(trifluoromethyl)phenyl)-3-(imidazo[1,2-b]pyridazin-3-ylethynyl)-4-methylbenzamide